N1(CCCC1)C(=O)OCOS(=O)(=O)C(F)(F)F ((((trifluoromethyl) sulfonyl)-oxy) methyl) pyrrolidine-1-carboxylate